CN1CCN(CC1)C1=C(C=C(C=C1)C1=CC=C(C=C1)C(=O)OC)[N+](=O)[O-] methyl 4'-(4-methylpiperazin-1-yl)-3'-nitro-[1,1'-biphenyl]-4-carboxylate